N-ethyl-N-phenyl-trifluoroacetamide 2,2,2-trifluoroethylvinyl-carbonate FC(CC=COC(O)=O)(F)F.C(C)N(C(C(F)(F)F)=O)C1=CC=CC=C1